COC=1C=C(CNC(C2=CC=C(C=C2)NC(=O)NCC2=CC=NC=C2)=O)C=CC1 N-(3-methoxybenzyl)-4-(3-(pyridin-4-ylmethyl)ureido)benzamide